OC[C@H]1N2C(N([C@H](C=C1C)C2)OCC=C)=O (2S,5R)-2-(hydroxymethyl)-3-methyl-6-(prop-2-en-1-yloxy)-1,6-diazabicyclo[3.2.1]oct-3-en-7-one